Methyl 2-(2-chlorophenyl)-4,4-diethoxy-2-phenylbutanoate ClC1=C(C=CC=C1)C(C(=O)OC)(CC(OCC)OCC)C1=CC=CC=C1